6-amino-9-{[1,4'-bipiperidin]-4-yl}-7-[4-(4-methoxyphenoxy)-3-methylphenyl]purin-8-one hydrochloride Cl.NC1=C2N(C(N(C2=NC=N1)C1CCN(CC1)C1CCNCC1)=O)C1=CC(=C(C=C1)OC1=CC=C(C=C1)OC)C